2-chloro-4-[[(3R)-tetrahydrofuran-3-yl]amino]pyrimidine-5-carboxylic acid ClC1=NC=C(C(=N1)N[C@H]1COCC1)C(=O)O